Cl.N[C@H](C(=O)OCC(C(C)(C)C)=O)CC1=CC(=CC=C1)S(=O)(=O)N1CC(C1)(C1=CC=CC=C1)OC1=CC(=CC=C1)F 3,3-Dimethyl-2-oxobutyl (2S)-2-amino-3-{3-[3-(3-fluorophenoxy)-3-phenylazetidin-1-sulfonyl]phenyl}propanoate monohydrochloride